N-[3-(morpholin-4-yl)propyl]-2-[(7-trifluoromethylquinolin-4-yl)amino]benzamide N1(CCOCC1)CCCNC(C1=C(C=CC=C1)NC1=CC=NC2=CC(=CC=C12)C(F)(F)F)=O